Cl.N1=CC=C(C=C1)CCCCCl 4-(4-pyridyl)butylchloride hydrochloride